(S)-6-(4-cyclopropyl-1H-imidazol-1-yl)-5-methyl-2-(6-(5-(trifluoromethyl)-6,7-dihydro-5H-pyrrolo[2,1-c][1,2,4]triazol-3-yl)pyridin-2-yl)isoindolin-1-one C1(CC1)C=1N=CN(C1)C1=C(C=C2CN(C(C2=C1)=O)C1=NC(=CC=C1)C=1N2C(=NN1)CC[C@H]2C(F)(F)F)C